C(C)(C)(C)OC(N=C(NCC(O)=O)NC(CCCCCCCCCC(C)(NC(=N)N)C)=O)=O methylguanidino-17-methyl-2,7-dioxo-1-oxa-4,6-diaza-heptadec-5-ylidenecarbamic acid tert-butyl ester